C1(=CC=CC=C1)CN1CC(OCC1)C(C)(C)N 2-(4-Phenylmethylmorpholin-2-yl)propan-2-amine